N'-(2-chloroacetyloxy)-2,3-dihydro-1H-indene-2-formamidine ClCC(=O)ON=C(N)C1CC2=CC=CC=C2C1